OC[C@H](C1=CC=CC=C1)NC(C(O)C=1C=NC(=CC1)OC)CN1CCCC1 2-(((S)-2-hydroxy-1-phenylethyl)amino)-1-(6-methoxypyridin-3-yl)-3-(pyrrolidin-1-yl)propan-1-ol